C(C)(C)(C)OC(=O)N1C[C@@H](N(CC1)C=1C2=C(N=CN1)N(C=C2C(=O)N2CCCC2)C2=CC(=CC=C2)Cl)C (S)-4-(7-(3-chlorophenyl)-5-(pyrrolidine-1-carbonyl)-7H-pyrrolo[2,3-d]pyrimidin-4-yl)-3-methylpiperazine-1-carboxylic acid tert-butyl ester